5'-(tert-butyl)-N-(3',5'-di-tert-butyl-[1,1'-biphenyl]-4-yl)-[1,1':3',1''-terphenyl]-2'-amine C(C)(C)(C)C=1C=C(C(=C(C1)C1=CC=CC=C1)NC1=CC=C(C=C1)C1=CC(=CC(=C1)C(C)(C)C)C(C)(C)C)C1=CC=CC=C1